(2R,4s)-N-[1-(3-tert-butyl-1,2,4-oxadiazol-5-yl)ethyl]-1-[(2R)-2-(4-cyclopropyltriazol-1-yl)-3,3-dimethyl-butyryl]-4-hydroxy-pyrrolidine-2-carboxamide C(C)(C)(C)C1=NOC(=N1)C(C)NC(=O)[C@@H]1N(C[C@H](C1)O)C([C@@H](C(C)(C)C)N1N=NC(=C1)C1CC1)=O